((1s,3s)-3-Hydroxy-3-methylcyclobutyl)(6-((1-methyl-5-(trifluoromethyl)-1H-pyrazol-3-yl)methyl)-2-azaspiro[3.3]heptan-2-yl)methanon OC1(CC(C1)C(=O)N1CC2(C1)CC(C2)CC2=NN(C(=C2)C(F)(F)F)C)C